N1(N=NN=C1)CC(=O)O 1,2,3,4-tetrazol-1-ylacetic acid